C(C)OC(CCCCC(=O)NC(C(=O)NCC=1C=C(OCCC2CN(CCC2)C(=O)OC(C)(C)C)C=CC1C)C=1C=NN(C1)C)=O tert-butyl 3-(2-(3-((2-(6-ethoxy-6-oxohexanamido)-2-(1-methyl-1H-pyrazol-4-yl)acetamido)methyl)-4-methylphenoxy)ethyl)piperidine-1-carboxylate